1-Ethyl-2-(2,2,2-trifluoro-1-hydroxy-1-(4-methoxyphenyl)ethyl)-1H-benzo[d]imidazole-6-carboxylic acid C(C)N1C(=NC2=C1C=C(C=C2)C(=O)O)C(C(F)(F)F)(C2=CC=C(C=C2)OC)O